NC=1C=CC(=C(C(=O)N[C@H](C)C2=CC(=CC=C2)Br)C1)C (R)-5-amino-N-(1-(3-bromophenyl)ethyl)-2-methylbenzamide